3-(3-methyloxetan-3-yl)isoxazol-5-amine CC1(COC1)C1=NOC(=C1)N